2-(hydroxymethyl)-3-[1-(triphenylmethyl)-1H-imidazol-4-yl]cyclopropane-1-carboxylic acid methyl ester COC(=O)C1C(C1C=1N=CN(C1)C(C1=CC=CC=C1)(C1=CC=CC=C1)C1=CC=CC=C1)CO